ethyl 3,4-dihydroxybutyrate OC(CC(=O)OCC)CO